ClC=1C(=CC=2N(C1)C(=CN2)C2=NC(=NC=C2)N2C[C@H](O[C@H](C2)C=2C=NNC2)C)F (2R,6S)-4-(4-(6-chloro-7-fluoroimidazo[1,2-a]pyridin-3-yl)pyrimidin-2-yl)-2-methyl-6-(1H-pyrazol-4-yl)morpholine